O[C@@H](C)C=1N(C=CN1)CC1=NOC(=C1)C1=CC=C(C=C1)C#CC=1C=CC(=NC1)C#N (S)-5-((4-(3-((2-(1-hydroxyethyl)-1H-imidazol-1-yl)methyl)isoxazol-5-yl)phenyl)ethynyl)picolinonitrile